C(N)(=O)OC(C=C)=O carbamylAcrylate